OCC1CCN(CC1)C=1C=CC=C2C(=NN(C12)C)C1C(NC(CC1)=O)=O 3-(7-(4-(hydroxymethyl)piperidin-1-yl)-1-methyl-1H-indazol-3-yl)piperidine-2,6-dione